2-amino-5-[3-(2-oxo-1,2,3,4-tetrahydroquinolin-6-yl)-1,2,4-oxadiazol-5-yl]benzonitrile NC1=C(C#N)C=C(C=C1)C1=NC(=NO1)C=1C=C2CCC(NC2=CC1)=O